O=S1(NC[C@@H]2N1CCN(C2)CC2=C([C@@H](N=C(N2)C=2SC=CN2)C2=C(C=C(C=C2)F)Cl)C(=O)OC)=O Methyl (4R)-6-[[(3aR)-1,1-dioxo-2,3,3a,4,6,7-hexahydro-[1,2,5]thiadiazolo[2,3-a]pyrazin-5-yl]methyl]-4-(2-chloro-4-fluoro-phenyl)-2-thiazol-2-yl-1,4-dihydropyrimidine-5-carboxylate